2-(3-((S)-(4-methyl-4H-1,2,4-triazol-3-yl)((R)-tetrahydrofuran-3-yl)methyl)-phenyl)-6-(((1-methylcyclobutyl)amino)methyl)-4-(trifluoromethyl)isoindolin-1-one CN1C(=NN=C1)[C@H](C=1C=C(C=CC1)N1C(C2=CC(=CC(=C2C1)C(F)(F)F)CNC1(CCC1)C)=O)[C@@H]1COCC1